6-((1S,4S)-2,5-Diazabicyclo[2.2.2]octan-2-yl)-N-(3-chloro-4-(difluoromethoxy)-2-fluorophenyl)pyrimido[5,4-d]pyrimidin-4-amine [C@@H]12N(C[C@@H](NC1)CC2)C=2N=CC=1N=CN=C(C1N2)NC2=C(C(=C(C=C2)OC(F)F)Cl)F